bis((cyclopent-1,3-dien-1-yl)diphenylphosphine) iron [Fe].C1(=CC=CC1)P(C1=CC=CC=C1)C1=CC=CC=C1.C1(=CC=CC1)P(C1=CC=CC=C1)C1=CC=CC=C1